ethyl 2-{3-[(1,3-benzothiazol-2-yl) amino]-4-methyl-5H,6H,7H,8H-pyrido[2,3-C]pyridazin-8-yl}-1,3-thiazole-4-carboxylate S1C(=NC2=C1C=CC=C2)NC2=C(C1=C(N=N2)N(CCC1)C=1SC=C(N1)C(=O)OCC)C